(3-(4-(1-(2-cyano-N-methyl-3-(thiazol-2-yl)propanamido)butyl)phenyl)propanoyl)-[1,4'-bipiperidine]-4-carboxamide C(#N)C(C(=O)N(C)C(CCC)C1=CC=C(C=C1)CCC(=O)C1N(CCC(C1)C(=O)N)C1CCNCC1)CC=1SC=CN1